N-(2-(4-cyanothiazolidin-3-yl)-2-oxoethyl)-quinoline-4-carboxamide C(#N)C1N(CSC1)C(CNC(=O)C1=CC=NC2=CC=CC=C12)=O